2,2-bis[4-(2-methacryloyloxypropoxy)phenyl]propane butyl-((5-(5-(methylsulfonyl)-[1,1'-biphenyl]-3-sulfonimidoyl)thiophen-2-yl)methyl)carbamate C(CCC)N(C(O)=O)CC=1SC(=CC1)S(=O)(=N)C=1C=C(C=C(C1)S(=O)(=O)C)C1=CC=CC=C1.C(C(=C)C)(=O)OC(COC1=CC=C(C=C1)C(C)(C)C1=CC=C(C=C1)OCC(C)OC(C(=C)C)=O)C